ClC=1C=2C(N=C3N(C2C=CC1)C1=CC(=CC=C1C31CCCCC1)C1CN(CCC1)C1CCC(CC1)CO)=O 4'-chloro-10'-(1-(4-(hydroxymethyl)cyclohexyl)piperidin-3-yl)-5'H-spiro[cyclohexane-1,7'-indolo[1,2-a]quinazolin]-5'-one